1-adamantanethiol C12(CC3CC(CC(C1)C3)C2)S